6-bromo-1H-pyrrolo[3,2-b]pyridine-2-carboxylic acid BrC=1C=C2C(=NC1)C=C(N2)C(=O)O